5-(benzylsulfonyl)-2-(3,8-diazabicyclo[3.2.1]octan-8-yl)-4,5,6,7-tetrahydrothiazolo[5,4-c]pyridine C(C1=CC=CC=C1)S(=O)(=O)N1CC2=C(CC1)N=C(S2)N2C1CNCC2CC1